((1r,2s)-1-(3-(benzyloxy)phenyl)-1-hydroxypropan-2-yl)carbamic acid benzyl ester C(C1=CC=CC=C1)OC(N[C@H]([C@H](O)C1=CC(=CC=C1)OCC1=CC=CC=C1)C)=O